C1=CC=C(C=C1)CNC(=O)C2=CC(=CC=C2)N 3-amino-N-benzyl-benzamide